7-((2-((4-((1R,4R)-2,5-diazabicyclo[2.2.1]heptan-2-yl)-2-(difluoromethoxy)phenyl)amino)-5-chloropyrimidin-4-yl)amino)isoindolin-1-one [C@H]12N(C[C@H](NC1)C2)C2=CC(=C(C=C2)NC2=NC=C(C(=N2)NC=2C=CC=C1CNC(C21)=O)Cl)OC(F)F